Bromo-5-(3-chloro-4-isopropoxyphenyl)-1,2,4-oxadiazole BrC1=NOC(=N1)C1=CC(=C(C=C1)OC(C)C)Cl